C[Si](CCOCN1N=CC=C1N1CCCCC1)(C)C 1-((2-(trimethylsilyl)ethoxy)-methyl)-1H-pyrazol-5-ylpiperidine